COC1=CC=C(C=C1)C(CCC(C#CC1=CC=CC=C1)CC(F)(F)F)=O 1-(4-methoxyphenyl)-6-phenyl-4-(2,2,2-trifluoroethyl)hex-5-yn-1-one